O[C@H]1CN(OC1)C(=O)C=1N(C=C2N(C(N(C(C21)=O)C)=O)CC(C)C)CC2=C(C=CC=C2)C(F)(F)F (S)-5-(4-hydroxyisoxazolidine-2-carbonyl)-1-isobutyl-3-methyl-6-(2-(trifluoromethyl)benzyl)-1,6-dihydro-2H-pyrrolo[3,4-d]pyrimidine-2,4(3H)-dione